C(#C)C=1C(=CC=C2C=C(C=C(C12)C1=C(C=2N=C(N=C(C2C=N1)N(C[C@@H]1NCCCC1)C)N1CCC(CC1)(O)C)F)O)F (R)-1-(7-(8-ethynyl-7-fluoro-3-hydroxynaphthalen-1-yl)-8-fluoro-4-(methyl-(piperidin-2-ylmethyl)amino)pyrido[4,3-d]pyrimidin-2-yl)-4-methylpiperidin-4-ol